FC=1C=C(C=CC1F)CCC(=O)O 3-(3,4-difluorophenyl)propionic acid